methyl (E)-3-(1-((tert-butoxycarbonyl)(4-methoxyphenethyl)amino)-2,3-dihydro-1H-inden-5-yl)acrylate C(C)(C)(C)OC(=O)N(C1CCC2=CC(=CC=C12)/C=C/C(=O)OC)CCC1=CC=C(C=C1)OC